(S)-N-(2-(4,4-difluoropiperidin-1-yl)-6-methylpyrimidin-4-yl)-4-((2-hydroxy-1-methylethyl)sulfonamido)-2-(6-azaspiro[2.5]octan-6-yl)benzamide FC1(CCN(CC1)C1=NC(=CC(=N1)NC(C1=C(C=C(C=C1)NS(=O)(=O)[C@H](CO)C)N1CCC2(CC2)CC1)=O)C)F